β,γ-methyleneguanosine 5'-triphosphate C1=NC2=C(N1[C@H]3[C@@H]([C@@H]([C@H](O3)COP(=O)(O)OP(=O)(C[P+](O)(O)[O-])O)O)O)N=C(N=C2[O-])N